5-cyclopropyl-1-methyl-1H-pyrazole-3-carboxylate C1(CC1)C1=CC(=NN1C)C(=O)[O-]